[K+].[K+].C(CCCCCCCCCCCCCCC)OC1=C(C=C(C=C1)C(CC(CC(S(=O)(=O)[O-])C1=CC(=C(C=C1)OCCCCCCCCCCCCCCCC)OC)=O)S(=O)(=O)[O-])OC 1,5-bis(4-hexadecyloxy-3-methoxyphenyl)-3-oxo-1,5-pentanedisulfonic acid dipotassium salt